2-(2-(tert-butyl)pyrimidin-5-yl)-7-methyl-4-oxo-4H-pyrido[1,2-a]pyrimidine-3-carbonitrile C(C)(C)(C)C1=NC=C(C=N1)C=1N=C2N(C(C1C#N)=O)C=C(C=C2)C